(6-chloro-7-cyclopropyl-1H-indazol-3-yl)-4-fluorobenzamide ClC1=CC=C2C(=NNC2=C1C1CC1)C1=C(C(=O)N)C=CC(=C1)F